NCC1=CC(=C(C(=C1)C)NC(=O)C1=CC2=C(OCCC3=C2SC=C3)C=C1C=1C(=NC(=CC1)C(NCC1=C(C(=CC=C1F)OC)F)=O)C(=O)OC)C methyl 3-(9-((4-(aminomethyl)-2,6-dimethylphenyl)carbamoyl)-4,5-dihydrobenzo[b]thieno[2,3-d]oxepin-8-yl)-6-((2,6-difluoro-3-methoxybenzyl)carbamoyl)picolinate